methyl (1S,3S)-3-((6-(5-chloro-3-(chloromethyl)thiophen-2-yl)-2-methylpyridin-3-yl)oxy)cyclohexane-1-carboxylate ClC1=CC(=C(S1)C1=CC=C(C(=N1)C)O[C@@H]1C[C@H](CCC1)C(=O)OC)CCl